3-(3-chloro-4-fluorophenyl)-1-(8-fluoro-6-oxo-1,4,5,6-tetrahydro-2H-pyrano[3,4-c]isoquinolin-1-yl)-1-i-butylurea ClC=1C=C(C=CC1F)NC(N(CC(C)C)C1COCC=2NC(C=3C=C(C=CC3C21)F)=O)=O